(2S,3R)-3-(2-(2-(4,4-difluorocyclohexyl)thiazole-4-yl)acetylamino)-2-hydroxyl-4-phenyl-N-(thiazole-2-ylmethyl)butyramide FC1(CCC(CC1)C=1SC=C(N1)CC(=O)N[C@@H]([C@@H](C(=O)NCC=1SC=CN1)O)CC1=CC=CC=C1)F